C(C)(=O)N1C(CN(CC1)C=1C=C(C=CC1)N1C=CC2=C(C=CC(=C12)C)F)C N-(3-(4-acetyl-3-methylpiperazin-1-yl)phenyl)-4-fluoro-7-methyl-1H-indole